5-acetyl-3-chloro-2,7-dimethylisoquinolin-1(2H)-one C(C)(=O)C1=C2C=C(N(C(C2=CC(=C1)C)=O)C)Cl